The molecule is a leukotriene obtained by formal dehydrogenation of the 10,11-double bond in leukotriene B4. It has a role as a human xenobiotic metabolite and a human urinary metabolite. It is a dihydroxy monocarboxylic acid, a leukotriene, a long-chain fatty acid and a hydroxy polyunsaturated fatty acid. It is a conjugate acid of a 10,11-dihydroleukotriene B4(1-). CCCCC/C=C\\C[C@H](CC/C=C/C=C\\[C@H](CCCC(=O)O)O)O